CC1=CC=C(C=C1)S(=O)(=O)OC[C@@H]1C[C@H](C1)N1N=C(C=2C1=NC=C(C2)Cl)C2CC2 (trans-3-(5-chloro-3-cyclopropyl-1H-pyrazolo[3,4-b]pyridin-1-yl)cyclobutyl)methyl 4-methylbenzenesulfonate